COC=1C=C(C(=O)N2CC(NC3=CC(=CC=C23)C(C)=O)=O)C=C(C1)C=1SC=CC1 4-(3-methoxy-5-(thiophen-2-yl)benzoyl)-7-acetyl-3,4-dihydroquinoxalin-2(1H)-one